dioxaneacrylic acid O1C(COCC1)C=CC(=O)O